(E)-1-(2-hydroxy-4-methoxyphenyl)-3-(p-methoxyphenyl)prop-2-en-1-one OC1=C(C=CC(=C1)OC)C(\C=C\C1=CC=C(C=C1)OC)=O